FC=1C(=C(C(=O)N)C=CC1F)NC1=C(C=C(C=C1)I)F 3,4-difluoro-2-[(2-fluoro-4-iodophenyl)amino]-benzamide